CN(CCCCCCO)C 6-(dimethylamino)hexan-1-ol